(R)-5-((1H-pyrazol-1-yl)methyl)-N-(2-fluorophenylsulfonimidoyl)-6-methoxypicolinamide N1(N=CC=C1)CC=1C=CC(=NC1OC)C(=O)N[S@](=O)(=N)C1=C(C=CC=C1)F